ADENOSINE-MONOPHOSPHATE P(=O)(O)(O)OC[C@@H]1[C@H]([C@H]([C@@H](O1)N1C=NC=2C(N)=NC=NC12)O)O